ClC1=C(C=CC=C1S)C1=NC(=NC=C1)C(=O)N (2-chloro-3-mercaptophenyl)pyrimidine-2-carboxamide